Methyl N-(1-phenylpropan-2-yl)carbamate C1(=CC=CC=C1)CC(C)NC(OC)=O